C(C)C1=C(N=C2N1C=C(C(=C2)OC)C2=NN=NN2)C(O)(C2=CC=CC=C2)C2=NN(C=C2)C [3-ethyl-7-methoxy-6-(1H-1,2,3,4-tetrazol-5-yl)imidazo[1,2-a]pyridin-2-yl](1-methyl-1H-pyrazol-3-yl)phenylmethanol